4-(4-(4-chlorophenyl)piperidin-1-yl)-3-fluorophenol ClC1=CC=C(C=C1)C1CCN(CC1)C1=C(C=C(C=C1)O)F